N-(4-bromophenyl)maleimide pyridine-2-sulfinate sodium salt [Na+].N1=C(C=CC=C1)S(=O)[O-].BrC1=CC=C(C=C1)N1C(C=CC1=O)=O